COC=1C=C(C=CC1OC)C=1NC2=CC=C(C=C2C1C(C)C)N1CCC(CC1)N1CCN(CC1)CCOC 2-(3,4-dimethoxyphenyl)-3-isopropyl-5-(4-(4-(2-methoxyethyl)piperazin-1-yl)piperidin-1-yl)-1H-indole